ClCC(=O)C1=CC(=C(C=C1)OC(C)C)[N+](=O)[O-] 2-Chloro-1-(4-isopropoxy-3-nitrophenyl)ethan-1-one